FC(C1=CC(=NN1CCOC)C1=NC(=NO1)C1(CC1)C1=C(C=CC=C1)C)F 5-(5-(difluoromethyl)-1-(2-methoxyethyl)-1H-pyrazol-3-yl)-3-(1-(o-tolyl)cyclopropyl)-1,2,4-oxadiazole